O(C1=C(C=CC(=C1)Br)Br)C1=C(C=CC(=C1)Br)Br 2,2'-oxybis(1,4-dibromobenzene)